N[C@@H](CS)C(=O)O.[K] monopotassium cysteine